2,4-dichloro-6-methoxypyridine ClC1=NC(=CC(=C1)Cl)OC